3,7-di(1H-indazol-5-yl)-10-(1-methylazetidin-3-yl)-10H-phenoxazine N1N=CC2=CC(=CC=C12)C=1C=CC=2N(C3=CC=C(C=C3OC2C1)C=1C=C2C=NNC2=CC1)C1CN(C1)C